N-{6,7-dimethoxy-1H,2H,3H-cyclopenta[b]quinolin-9-yl}-3-methyl-3-azabicyclo[3.1.1]heptan-6-amine COC=1C(=CC=2C(=C3C(=NC2C1)CCC3)NC3C1CN(CC3C1)C)OC